(R)-4-chloro-5-(3-((4-(3,5-dimethylisoxazol-4-yl)-6-fluoropyridin-2-yl)oxy)pyrrolidin-1-yl)pyridazin-3(2H)-one ClC=1C(NN=CC1N1C[C@@H](CC1)OC1=NC(=CC(=C1)C=1C(=NOC1C)C)F)=O